F[C@@H]1CN(CC[C@]1(C)O)C1=NC=CC=N1 2-((3R,4S)-3-fluoro-4-hydroxy-4-methylpiperidin-1-yl)pyrimidin